azalutidine N1=C(N=CC=C1C)C